C(C=C)NC(C1=C(C=CC=C1C)C)=O N-allyl-2,6-dimethylbenzamide